O\N=C(/N)\C1=NC(=NC=C1)N1[C@H](CN(CCC1)C(=O)OC(C)(C)C)C Tert-butyl (3S)-4-{4-[(Z)-N'-hydroxycarbamimidoyl]pyrimidin-2-yl}-3-methyl-1,4-diazepane-1-carboxylate